bicyclo[2.2.1]heptanedicarboxylic acid sodium salt [Na+].C12(C(CC(CC1)C2)C(=O)[O-])C(=O)[O-].[Na+]